Cl.FC=1C=NC(=NC1)N1CC(C1)NC=1C2=C(N=CN1)C1=C(O2)N=C(C=C1C)C N-[1-(5-fluoropyrimidin-2-yl)azetidin-3-yl]-7,9-dimethyl-pyrido[3',2':4,5]furo[3,2-d]pyrimidin-4-amine hydrochloride